C(CCCCCCC)(=O)OCC(COC(CCCCCCC)=O)(COCC(COC(CCCCCCC)=O)(COC(CCCCCCC)=O)COC(CCCCCCC)=O)COC(CCCCCCC)=O dipentaerythritol hexa-caprylate